C(C)(=O)ON=C(C(=O)C1=CC=C(C=C1)SC1=CC=CC=C1)CC1CCCCC1 2-[(acetoxy)imino]-3-cyclohexyl-1-[4-(phenylsulfanyl)phenyl]propane-1-one